6-(2-hydroxy-2-(1-methyl-1H-indol-3-yl)acetyl)-2-(1-phenylcyclopropyl)-5,6,7,8-tetrahydropyrido[4,3-d]pyrimidin-4(3H)-one OC(C(=O)N1CC2=C(N=C(NC2=O)C2(CC2)C2=CC=CC=C2)CC1)C1=CN(C2=CC=CC=C12)C